N1,N1,N2-trimethyl-ethane-1,2-diamine CN(CCNC)C